2-(4-bromobenzyl)-3-butenoic acid BrC1=CC=C(CC(C(=O)O)C=C)C=C1